ClC=1N=C(N2N=C(N=CC21)N[C@H]2[C@@H](COCC2)O)C(C)C(C)C (3S,4R)-4-{[5-chloro-7-(3-methylbutan-2-yl)imidazo[4,3-f][1,2,4]triazin-2-yl]amino}oxan-3-ol